FC(C=1C(=CC(=NC1)N)[Sn](C)(C)C)(F)F 5-(trifluoromethyl)-4-(trimethylstannyl)pyridin-2-amine